methyl 8-[[5-[[2,4-dichloro-5-(2-pyridyl)benzoyl]amino]-1-phenyl-pyrazole-3-carbonyl]amino]octanoate ClC1=C(C(=O)NC2=CC(=NN2C2=CC=CC=C2)C(=O)NCCCCCCCC(=O)OC)C=C(C(=C1)Cl)C1=NC=CC=C1